5,9,10-Trihydroxy-8-methoxy-2,2-dimethyl-7-(3-methylbut-2-en-1-yl)-2H,6H-pyrano[3,2-b]xanthen-6-one OC1=C2C(=CC=3OC=4C(=C(C(=C(C4C(C13)=O)CC=C(C)C)OC)O)O)OC(C=C2)(C)C